6-[5-[(1S)-1-[[6-chloro-8-(trifluoromethyl)quinazolin-4-yl]amino]ethyl]-1,2,4-triazol-1-yl]-2-methyl-pyridazin-3-one ClC=1C=C2C(=NC=NC2=C(C1)C(F)(F)F)N[C@@H](C)C1=NC=NN1C=1C=CC(N(N1)C)=O